bis(hydroxyethyl)-butanediamine OCCC(C(N)(N)CCO)CC